C(C1=CC=CC=C1)N(CCC(CCCC(C(=O)OCC)(C(F)(F)F)O)(C)C)CC1=CC=CC=C1 Ethyl 8-(dibenzylamino)-2-hydroxy-6,6-dimethyl-2-(trifluoromethyl)octanoate